3-amino-N-[(2S)-7,8-difluoro-6-(piperazin-1-yl)-1,2,3,4-tetrahydronaphthalen-2-yl]-6-methylthieno[2,3-b]pyridine-2-carboxamide NC1=C(SC2=NC(=CC=C21)C)C(=O)N[C@@H]2CC1=C(C(=C(C=C1CC2)N2CCNCC2)F)F